sodium (S)-3-(3-(1,5-dimethyl-4-oxido-2-oxo-1,2-dihydropyridin-3-yl)ureido)-3-(3',4'-dimethyl biphenyl-3-yl)propanoate CN1C(C(=C(C(=C1)C)[O-])NC(N[C@@H](CC(=O)[O-])C=1C=C(C=CC1)C1=CC(=C(C=C1)C)C)=O)=O.[Na+].[Na+]